(1,2-diazin-3-ylmethyl)-5-(2-(3H-1,2,3,4-tetrazol-5-yl)-3-methyl-5-(2-methylpropyl)phenyl)-5,6-dihydro-4H-pyrrolo[4,3-c]pyrazole N1=NC(=CC=C1)CC1=C2C(=NN1)CN(C2)C2=C(C(=CC(=C2)CC(C)C)C)C2=NNN=N2